[2H]C(Cl)(Cl)Cl trichloromethane-d